(6-chloro-1H-indol-1-yl)(4-(5-(3,5-dichlorophenyl)-5-(trifluoromethyl)-4,5-dihydroisoxazol-3-yl)phenyl)methanone ClC1=CC=C2C=CN(C2=C1)C(=O)C1=CC=C(C=C1)C1=NOC(C1)(C(F)(F)F)C1=CC(=CC(=C1)Cl)Cl